N1(CCCCCC1)C1=C(C=CC(=C1)NC(=O)C1CC1)C1=NC=C2N1CCN(C2)C(=O)OCC2=CC=CC=C2 benzyl 3-[2-(azepan-1-yl)-4-(cyclopropanecarbonylamino)phenyl]-6,8-dihydro-5H-imidazo[1,5-a]pyrazine-7-carboxylate